bis(indazole) zinc [Zn].N1N=CC2=CC=CC=C12.N1N=CC2=CC=CC=C12